FCCCC[Si](OCC)(OCC)OCC 4-fluorobutyltriethoxysilane